dimethoxydopamine COC1=C(C=C(C=C1)CCN)OC